NCCN1C(=C(C(=C1)I)C1=CC=C(C=C1)F)C(=O)OC methyl 1-(2-aminoethyl)-3-(4-fluorophenyl)-4-iodopyrrole-2-carboxylate